4-((3-methyltetrahydrofuran-3-yl)amino)but-2-enamide CC1(COCC1)NCC=CC(=O)N